C1(=CC=CC=C1)S(=O)(=O)C1=C(C=CC=C1)S(=O)(=O)F 2-Phenylsulfonylbenzenesulfonyl fluoride